3-(5-methyl-1,3-thiazol-2-yl)-5-tetrahydro-2H-pyran-4-yloxy-benzoic acid CC1=CN=C(S1)C=1C=C(C(=O)O)C=C(C1)OC1CCOCC1